6-(4-(dimethoxymethyl)piperidin-1-yl)nicotinonitrile COC(C1CCN(CC1)C1=NC=C(C#N)C=C1)OC